(Z)-ethyl (((2-oxoethyl)thio)(pyridin-2-ylamino)methylene)carbamate O=CCS\C(\NC1=NC=CC=C1)=N/C(OCC)=O